ClC=1C=C(C=CC1F)N(C(=O)[C@H]1NC([C@H](C1)OC1OCCCC1)=O)C (2s,4s)-N-(3-chloro-4-fluorophenyl)-N-methyl-5-oxo-4-((tetrahydro-2H-pyran-2-yl)oxy)pyrrolidine-2-carboxamide